CN1N=CC2=C1C(N(N=C2C)CC(=O)N[C@@H](C)C2=CC=C(C=C2)C)=O (S)-2-(1,4-dimethyl-7-oxo-1,7-dihydro-6H-pyrazolo[3,4-d]pyridazin-6-yl)-N-(1-(p-tolyl)ethyl)acetamide